Ethyl 1-[(tert-butoxycarbonyl)amino]-3-methylidenecyclobutanecarboxylate C(C)(C)(C)OC(=O)NC1(CC(C1)=C)C(=O)OCC